N-(2,6-difluoro-4-(8-(fluoromethyl)-2-(((3S,5R)-5-(fluoromethyl)piperidin-3-yl)amino)pyrido[3,2-d]pyrimidin-6-yl)phenyl)-3,3,3-trifluoropropane-1-sulfonamide FC1=C(C(=CC(=C1)C=1C=C(C=2N=C(N=CC2N1)N[C@@H]1CNC[C@@H](C1)CF)CF)F)NS(=O)(=O)CCC(F)(F)F